C1(=CC=CC=C1)C(C(=O)NC=1SC=CC1C(=O)NCC1=CC=C(C=C1)Cl)CC (2-phenylbutyrylamino)-N-(4-chlorobenzyl)thiophene-3-carboxamide